2-chloro-4-(4-fluorophenyl)-6-(2-methoxyethoxy)pyrimidine ClC1=NC(=CC(=N1)C1=CC=C(C=C1)F)OCCOC